OC(C(=O)C1=CC=C(C=C1)C(C)C)(C)C 2-hydroxy-2-methyl-4'-isopropylpropiophenone